6-chloro-5-methoxy-2-methylpyrimidine ClC1=C(C=NC(=N1)C)OC